6-phenyl-1,3-benzothiazol-2-amine C1(=CC=CC=C1)C1=CC2=C(N=C(S2)N)C=C1